tert-butyl 4-[1-(2,2-difluoroethyl)-7-methylsulfonyl-2-oxo-4H-pyrimido[4,5-d]pyrimidin-3-yl]-8-methoxy-3,4-dihydro-2H-quinoline-1-carboxylate FC(CN1C(N(CC=2C1=NC(=NC2)S(=O)(=O)C)C2CCN(C1=C(C=CC=C21)OC)C(=O)OC(C)(C)C)=O)F